C(C1=CC=CC=C1)(=O)N1CCC2(C(N3[C@H](O2)CC[C@H]3C3=CC=C(C=C3)OC)=O)CC1 (5'S,7a'R)-1-benzoyl-5'-(4-methoxyphenyl)tetrahydro-3'H-spiro[piperidine-4,2'-pyrrolo[2,1-b]oxazol]-3'-one